2,4-diamino-2,4-dimethylpentane NC(C)(CC(C)(C)N)C